N1C(=NC2=C1C=CC=C2)C(N2C(C1=CC(=CC=C1C2)Br)=O)C2=C(C=CC=C2)OC 2-((1H-benzo[d]imidazole-2-yl)(2-methoxyphenyl)methyl)-6-bromoisoindolin-1-one